5-[3-[(3R,9aS)-3-(3,4-Dichlorophenyl)-3,4,6,7,9,9a-hexahydro-1H-pyrazino[2,1-c][1,4]oxazin-8-carbonyl]-2-chlorophenyl]-3H-oxazol-2-on ClC=1C=C(C=CC1Cl)[C@@H]1CN2[C@H](CO1)CN(CC2)C(=O)C=2C(=C(C=CC2)C2=CNC(O2)=O)Cl